C(C)(C)C1=CC(=NC=C1)C(NC(NC1=NC=CC=C1C(F)(F)F)=S)=N 4-isopropyl-N-((3-(trifluoromethyl)pyridin-2-yl)carbamothioyl)picolinimidamide